(1,2-bis(2-aminoacetyl) hydrazine-1,2-diyl) diacetate C(C)(=O)ON(N(C(CN)=O)OC(C)=O)C(CN)=O